ClC1=C(C=O)C=CC=C1F 2-chloro-3-fluorobenzaldehyde